[Zn].[Cd] Cadmium-zinc